ClC=1N=CC2=C(C=CC(=C2C1)C(C)C)N1CC(C1)C=1OC=NN1 2-(1-(3-chloro-5-isopropylisoquinolin-8-yl)azetidin-3-yl)-1,3,4-oxadiazole